N-ethyl-5-fluoro-2-[3-methyl-6-(4-{2-[(1r,4r)-4-ethylsulfonamidocyclohexyl]ethyl}piperazin-1-yl)imidazo[1,5-a]pyridin-8-yl]-N-(isopropyl)benzamide C(C)N(C(C1=C(C=CC(=C1)F)C=1C=2N(C=C(C1)N1CCN(CC1)CCC1CCC(CC1)NS(=O)(=O)CC)C(=NC2)C)=O)C(C)C